C1(CCC1)OC=1C=C(C=C(C1)C(F)(F)F)NC1=NC=C(C(=N1)NN1C(OC2=C1C=CC=C2)=O)C (2-(3-cyclobutoxy-5-(trifluoromethyl)phenylamino)-5-methylpyrimidin-4-ylamino)benzo[d]oxazol-2(3H)-one